5-((5-(3-(4-(tert-butyl)pyrimidin-2-yl)cyclopentyl)-1H-pyrazol-3-yl)amino)-4-fluoro-1-methyl-3H-1λ4-benzo[d]isothiazole 1-oxide C(C)(C)(C)C1=NC(=NC=C1)C1CC(CC1)C1=CC(=NN1)NC=1C=CC2=C(CN=S2(C)=O)C1F